4-[4-(2-amino-1-hydroxyethyl)-3-(trifluoromethyl)phenyl]-3-(2-methyl-6-morpholin-4-ylpyrimidin-4-yl)oxybenzonitrile NCC(O)C1=C(C=C(C=C1)C1=C(C=C(C#N)C=C1)OC1=NC(=NC(=C1)N1CCOCC1)C)C(F)(F)F